C(#N)\C(=C/CS(=O)(=O)[O-])\C(C)(C)C (Z)-2-cyano-3,3-dimethylbut-1-en-1-ylmethanesulfonate